4-((dimethylamino)methyl)-3-(3-((ethylsulfonyl)methyl)-2-fluorobenzyl)-2-oxo-2H-chromen-7-yl dimethylcarbamate CN(C(OC1=CC=C2C(=C(C(OC2=C1)=O)CC1=C(C(=CC=C1)CS(=O)(=O)CC)F)CN(C)C)=O)C